2-(7-chloro-4-((R)-2-methylazetidin-1-yl)-2,6-naphthyridin-1-yl)propionitrile ClC1=NC=C2C(=CN=C(C2=C1)C(C#N)C)N1[C@@H](CC1)C